C(#N)C[C@H](C1CCCC1)N1N=CC(=C1)C=1C2=C(N=CN1)N(C=C2)C([C@H](C2=CC=CC=C2)NC(OC(C)(C)C)=O)=O Tert-butyl ((S)-2-(4-(1-((R)-2-cyano-1-cyclopentylethyl)-1H-pyrazol-4-yl)-7H-pyrrolo[2,3-d]pyrimidin-7-yl)-2-oxo-1-phenylethyl)carbamate